methyl (4R)-4-aminocyclopent-1-ene-1-carboxylate hydrochloride Cl.N[C@@H]1CC=C(C1)C(=O)OC